C(C)(C)(C)C1=C(C=CC=C1)NCC(CC1=NNC(O1)=O)O 5-[3-(2-tert-Butylphenylamino)-2-hydroxypropyl]-1,3,4-oxadiazol-2(3H)-one